1-[5-(1,3-Benzothiazol-6-yl)-6-(6-methoxypyridin-2-yl)-1H,2H,3H-imidazo[1,2-a][1,3]diazol-1-yl]ethan-1-one S1C=NC2=C1C=C(C=C2)C2=C(N=C1N2CCN1C(C)=O)C1=NC(=CC=C1)OC